[(cyclopropylmethoxyamino)-[6-(difluoromethoxy)-2,3-difluorophenyl]methylidene]-2-phenylacetamide C1(CC1)CONC(C1=C(C(=CC=C1OC(F)F)F)F)=C(C(=O)N)C1=CC=CC=C1